(2S,4R)-4-fluoro-4-(2-fluoroethyl)-5-oxopyrrolidin F[C@]1(CCNC1=O)CCF